C1(CC1)C([C@@H](C(=O)NC1=CC=C(C=C1)C=1N(N=CC1C)C)NC(OC(C)(C)C)=O)C1CC1 tert-butyl N-[(1S)-1-(dicyclopropylmethyl)-2-[4-(2,4-dimethylpyrazol-3-yl)anilino]-2-oxo-ethyl]carbamate